4-(hydroxymethyl)-7-methyl-1-tosyl-1H-indol-5-ol OCC1=C2C=CN(C2=C(C=C1O)C)S(=O)(=O)C1=CC=C(C)C=C1